NC=1C2=C(N=CN1)N(C(=C2C2=CC=C(C=C2)OC2=CC=CC=C2)C#CC2CC(C2)N2CCC(CC2)NC(OC(C)(C)C)=O)C tert-butyl N-[1-(3-{2-[4-amino-7-methyl-5-(4-phenoxyphenyl)-7H-pyrrolo[2,3-d]pyrimidin-6-yl]ethynyl}cyclobutyl)piperidin-4-yl]carbamate